FC1=CC=C(C=C1)CC(=O)N1CCN(CC1)C=1SC2=C(N1)C=CC(=C2)C(=O)O 2-(4-(2-(4-fluorophenyl)acetyl)piperazin-1-yl)benzo[d]thiazole-6-carboxylic acid